(R)-4-cyclopropyl-2-(7-(2,4-dimethoxybenzyl)-8-methyl-5,6,7,8-tetrahydro-[1,2,4]triazolo[4,3-a]pyrazin-3-yl)thiazole C1(CC1)C=1N=C(SC1)C1=NN=C2N1CCN([C@@H]2C)CC2=C(C=C(C=C2)OC)OC